C(C)(C)(C)OC(=O)NC=1SC=C(N1)C(C(=O)O)=O 2-(2-(tert-butoxycarbonylamino)thiazol-4-yl)-2-oxoacetic acid